(S)-N-ethyl-3-((9-ethyl-2-(((2R,3S)-2-hydroxypentan-3-yl)amino)-9H-purin-6-yl)amino)-pyrrolidine-1-sulfonamide C(C)NS(=O)(=O)N1C[C@H](CC1)NC1=C2N=CN(C2=NC(=N1)N[C@H]([C@@H](C)O)CC)CC